OC1=CC=C(C(=O)NCCCCCCCC(=O)O)C=C1 8-(4-hydroxybenzoyl)aminocaprylic acid